3-[2-[3-amino-6-(2-hydroxyphenyl)pyridazin-4-yl]ethynyl]-N,N-dimethylbicyclo[1.1.1]pentane-1-carboxamide NC=1N=NC(=CC1C#CC12CC(C1)(C2)C(=O)N(C)C)C2=C(C=CC=C2)O